3-(3-(4-(((1R,4R)-4-(2-oxa-6-azaspiro[3.3]heptan-6-yl)cyclohexyl)amino)-1-(2,2,2-trifluoroethyl)-1H-indol-2-yl)prop-2-yn-1-yl)-6-(methylsulfonyl)benzo[d]oxazol-2(3H)-one C1OCC12CN(C2)C2CCC(CC2)NC2=C1C=C(N(C1=CC=C2)CC(F)(F)F)C#CCN2C(OC1=C2C=CC(=C1)S(=O)(=O)C)=O